C(OC1=CC=C(C=C1)[N+](=O)[O-])(O[C@H]1COCC[C@@H]1SSC1=NC=CC=C1)=O |r| (4-nitrophenyl) [trans-(3SR,4SR)-4-(2-pyridyldisulfanyl)tetrahydropyran-3-yl] carbonate